C(C)OC=1C=C(C=CC1OCC)NC(=O)C=1SC(=CC1)CN1N=C(C=C1C)C N-(3,4-diethoxyphenyl)-5-((3,5-dimethyl-1H-pyrazol-1-yl)methyl)thiophene-2-carboxamide